2-(5-chloro-2-methoxy-4-propylphenyl)ethan-1-amine ClC=1C(=CC(=C(C1)CCN)OC)CCC